FC(OC1CCC(CC1)NC1=NC=C(C(=N1)N[C@H]1[C@@H](CCC1)CO)C(=O)N)F 2-((1r,4R)-4-(difluoromethoxy)cyclohexylamino)-4-((1R,2R)-2-(hydroxymethyl)cyclopentylamino)pyrimidine-5-carboxamide